C(C)(C)(C)[C@H]1C(N(C(N1)=O)C1=CC(=C(C=C1)OC1=C(C=C(C=C1)F)F)C=1C2=C(C(N(C1)C)=O)NC=C2)=O (S)-5-(tert-butyl)-3-(4-(2,4-difluorophenoxy)-3-(6-methyl-7-oxo-6,7-dihydro-1H-pyrrolo[2,3-c]pyridin-4-yl)phenyl)imidazoline-2,4-dione